6-fluoro-7-(hydroxymethyl)-5-(4-methoxybenzyl)-2,3-dihydro-1-oxa-3a,5,9-triazapyren-4(5H)-one FC1=C2N(C(N3CCOC4=CN=C(C=C1CO)C2=C43)=O)CC4=CC=C(C=C4)OC